F[C@@H]1[C@@H](C1)C(=O)NC1=CC=C2C(=N1)NN=C2C=2C=C1C=NNC1=CC2OC (1S,2S)-2-fluoro-N-[3-(6-methoxy-1H-indazol-5-yl)-1H-pyrazolo[3,4-b]pyridin-6-yl]cyclopropane-1-carboxamide